Isobutyl methylsulfonate CS(=O)(=O)OCC(C)C